4-(tert-butyl)-2-(difluoromethyl)-N6-(4-(isopropylamino)-5-(3-methyl-1,2,4-oxadiazol-5-yl)pyridin-2-yl)pyrimidine-4,6-diamine C(C)(C)(C)C1(NC(=NC(=C1)NC1=NC=C(C(=C1)NC(C)C)C1=NC(=NO1)C)C(F)F)N